C(C)N1N=NC2=C1C=CC(=C2C)C(CC(=O)O)C2=CC=C1CCN(CC1=C2)C(=O)C=2N=C(OC2)C(C)C 3-(1-ethyl-4-methyl-1H-benzo[d][1,2,3]triazol-5-yl)-3-(2-(2-isopropyloxazole-4-carbonyl)-1,2,3,4-tetrahydroisoquinolin-7-yl)propanoic acid